C(C)(C)(C)OC(CC1(CCN(CC1)C1=C(C=C(NCCC(=O)O)C=C1Cl)Cl)O)=O 3-[4-[4-(2-tert-butoxy-2-oxo-ethyl)-4-hydroxy-1-piperidyl]-3,5-dichloro-anilino]propanoic acid